N1(CCOCC1)NC(=O)C1=NN(C(=C1CO)C1=CC=C(C=C1)C#CCCCO[N+](=O)[O-])C1=C(C=C(C=C1)Cl)Cl 1-(2,4-Dichloro-phenyl)-4-hydroxymethyl-5-[4-(5-nitrooxy-pent-1-ynyl)-phenyl]-1H-pyrazole-3-carboxylic acid morpholin-4-ylamide